ClC1=CC=C(C=C1)C1=C(CCC(C1)(C)C)CN1CCN(CCC1)C(=O)C=1C(=C2CN(C(C2=CC1)=O)C1C(NC(CC1)=O)=O)F 3-(5-(4-((4'-chloro-5,5-dimethyl-3,4,5,6-tetrahydro-[1,1'-biphenyl]-2-yl)methyl)-1,4-diazacycloheptane-1-carbonyl)-4-fluoro-1-oxoisoindolin-2-yl)piperidine-2,6-dione